(1-pyridin-3-ylmethyl-1H-pyrazol-4-yl)-thiazolo[4,5-c]pyridin N1=CC(=CC=C1)CN1N=CC(=C1)C=1SC2=C(C=NC=C2)N1